(1R,5S)-3-ethyl-bicyclo[3.2.0]heptane C(C)C1C[C@H]2CC[C@H]2C1